diethylaminohydroxybenzoylbenzoic acid hexyl ester (diethyl hydroxybenzoylphenyl benzoate) C(C)C1=C(C(=C(C(=C1C(=O)O)C1=CC=CC=C1)C(C1=CC=CC=C1)=O)O)CC.C(CCCCC)OC(C1=C(C(=C(C=C1)N(CC)CC)O)C(C1=CC=CC=C1)=O)=O